(5-methyl-6-(3-(methyl-d3)-7,8-dihydro-1,6-naphthyridin-6(5H)-yl)pyridazin-3-yl)(2-oxa-6-azaspiro[3.3]heptan-6-yl)methanone CC=1C=C(N=NC1N1CC=2C=C(C=NC2CC1)C([2H])([2H])[2H])C(=O)N1CC2(COC2)C1